[Pd].ClC1=C(C(=C([C-]1P)C1=CC=CC=C1)C1=CC=CC=C1)Cl.[CH-]1C=CC=C1.[Fe+2] dichloro(diphenyl-phosphinoferrocene) palladium